6-methyl-2-(4-(trifluoromethyl)pyridin-2-yl)-2,8-diazaspiro[4.5]decan-3-one hydrochloride Cl.CC1C2(CC(N(C2)C2=NC=CC(=C2)C(F)(F)F)=O)CCNC1